2-tetradecanoylglycerol C(CCCCCCCCCCCCC)(=O)OC(CO)CO